nicotinylalcohol C(C1=CN=CC=C1)O